2-(2-((2-(5H-[1,3]dioxolo[4',5':4,5]benzo[1,2-d]imidazol-6-yl)ethyl)amino)ethyl)-N-((3-fluoropyridin-2-yl)methyl)oxazole-4-carboxamide O1COC2=CC3=C(N=C(N3)CCNCCC=3OC=C(N3)C(=O)NCC3=NC=CC=C3F)C=C21